3,4-dihydroxybutyl monomethacrylate C(C(=C)C)(=O)OCCC(CO)O